N1(CCC1)C1=NC=C(C=C1)Br 2-(Azetidin-1-yl)-5-bromo-pyridine